1-(3-chloro-4,5-dimethyl-6,7,8,9-tetrahydropyrido[3,2-b]indolizin-7-yl)-2-oxopiperidin ClC1=C(C=2C(=C3CC(CCN3C2N=C1)N1C(CCCC1)=O)C)C